5-methyl-7H-pyrrolo[2,3-d]pyrimidine-4-carboxylic acid methyl ester COC(=O)C=1C2=C(N=CN1)NC=C2C